COC1=C(C=C2C(=NC=NC2=C1)NC1=CC=C(C2=CC=CC=C12)C)OC1CCN(CC1)C(C=C)=O 1-(4-((7-methoxy-4-((4-methylnaphthalen-1-yl)amino)quinazolin-6-yl)oxy)piperidin-1-yl)prop-2-en-1-one